FC=1C=C(C=CC1)N(CC=O)C 2-[(3-FLUOROPHENYL)(METHYL)AMINO]ACETALDEHYDE